5-(tert-butyl)-N-(3-fluoro-2-methyl-4-(3-(3-(methylamino)piperidin-1-yl)pyridin-4-yl)benzyl)-1,2,4-oxadiazole-3-carboxamide hydrochloride Cl.C(C)(C)(C)C1=NC(=NO1)C(=O)NCC1=C(C(=C(C=C1)C1=C(C=NC=C1)N1CC(CCC1)NC)F)C